4-(3-(4-(((2S,6S)-2,6-dimethylmorpholino)methyl)-3-fluorophenyl)-2-methyl-3H-imidazo[4,5-b]pyridin-5-yl)pyridin-2-amine C[C@@H]1O[C@H](CN(C1)CC1=C(C=C(C=C1)N1C(=NC=2C1=NC(=CC2)C2=CC(=NC=C2)N)C)F)C